2-[(4-{6-[(4-chloro-2-fluorobenzyl)oxy]pyridin-2-yl}piperidin-1-yl)methyl]-1-[2-(2-oxopyrrolidin-1-yl)ethyl]-1H-benzimidazole-6-carboxylic acid ClC1=CC(=C(COC2=CC=CC(=N2)C2CCN(CC2)CC2=NC3=C(N2CCN2C(CCC2)=O)C=C(C=C3)C(=O)O)C=C1)F